C(C)(=O)O[BH-](OC(C)=O)OC(C)=O.[Na+] sodium tri-acetoxyborohydride